isopropoxypyridin-2-amine C(C)(C)OC=1C(=NC=CC1)N